O=C1N(CC2=CC(=CC=C12)NC1=NC(=NC=C1)NC=1C=C2CC(CC2=CC1)N1CCC(CC1)N1N=CC(=C1)C1=NC2=CC=CC=C2N=C1)C1C(NC(CC1)=O)=O 3-(1-oxo-5-((2-((2-(4-(4-(quinoxalin-2-yl)-1H-pyrazol-1-yl)piperidin-1-yl)-2,3-dihydro-1H-inden-5-yl)amino)pyrimidin-4-yl)amino)isoindolin-2-yl)piperidine-2,6-dione